NC([C@@H](CC1C(NC2=CC=CC=C12)=O)C12C(N(CC2C1(C)C)C([C@H](C(C)(C)C)N)=O)C(=O)N)=O.[N] (1R,2S,5S)-Nitrogen ((2S)-1-amino-1-oxo-3-(2-oxoindolin-3-yl)propan-2-yl)-3-((S)-2-amino-3,3-dimethylbutyryl)-6,6-dimethyl-3-azabicyclo[3.1.0]hexane-2-carboxamide